N-(3-sulfopropyl)-N-methacrylamido-N,N-dimethylammonium S(=O)(=O)(O)CCC[N+](C)(C)NC(C(=C)C)=O